glycerol carbonate methacrylate (2-oxo-1,3-dioxolan-4-yl)methyl-methacrylate O=C1OCC(O1)COC(C(=C)C)=O.C(C(=C)C)(=O)O.OCC1OC(OC1)=O